FC1=C(C=CC(=C1)C)C1=NC=CC(=C1)N1CC2=C(CC1)N(N=C2C)CC21CCC(CC2)(CC1)N 4-((5-(2-(2-fluoro-4-methylphenyl)pyridin-4-yl)-3-methyl-4,5,6,7-tetrahydro-1H-pyrazolo[4,3-c]pyridin-1-yl)methyl)bicyclo[2.2.2]octan-1-amine